5-[[3-cyclopropyl-5-[(3,3-difluorocyclobutyl)sulfamoyl]-7,8-dihydro-6H-cyclopenta[g]isoquinolin-7-yl]amino]pyridine-2-carboxylic acid C1(CC1)C=1N=CC2=CC3=C(C(=C2C1)S(NC1CC(C1)(F)F)(=O)=O)CC(C3)NC=3C=CC(=NC3)C(=O)O